tert-butyl 4-((5-(3-amino-6-(1H-pyrazol-1-yl)pyridin-2-ylamino)-2,3-dihydro-1H-inden-1-yl)methyl)piperidine-1-carboxylate NC=1C(=NC(=CC1)N1N=CC=C1)NC=1C=C2CCC(C2=CC1)CC1CCN(CC1)C(=O)OC(C)(C)C